FC(C(C(F)(F)F)OC1=CC(=NC=C1)C=1OC(C2=CC=CC=C2C1/C(/C(=O)OCC)=C(/C)\O)=O)(F)F Ethyl (E)-2-(3-(4-((1,1,1,3,3,3-hexafluoropropan-2-yl)oxy)pyridin-2-yl)-1-oxo-1H-isochromen-4-yl)-3-hydroxybut-2-enoate